BrC=1C=CC(=C(C1)SC=1N=NN(C1)CC1OCC(CO1)(C)C)C 4-((5-bromo-2-methylphenyl)thio)-1-((5,5-dimethyl-1,3-dioxan-2-yl)methyl)-1H-1,2,3-triazole